ClCC1C(C2C=CC1C2)=C(C)C 6-chloromethyl-5-isopropylidene-2-norbornene